methyl 3-((R)-1-(5-cyano-6-((S)-2-methylazetidine-1-yl)-4-(trifluoromethyl)pyridin-2-yl)pyrrolidin-3-yl)propionate C(#N)C=1C(=CC(=NC1N1[C@H](CC1)C)N1C[C@@H](CC1)CCC(=O)OC)C(F)(F)F